methyl-ferrocenecarboxaldehyde CC=1[C-](C=CC1)C=O.[CH-]1C=CC=C1.[Fe+2]